C(CCCCCCCCCCCCC)(=O)OC[C@]1(O[C@H](C[C@@H]1OC(CCCCCCCCCCCCC)=O)N1C2=NC(=NC(=C2N=C1)N)F)C#C [(2R,3S,5R)-5-(6-amino-2-fluoro-9H-purin-9-yl)-2-ethynyl-3-(tetradecanoyloxy) oxolan-2-yl]methyl tetradecanoate